OC1C(C(C2C1(C1=NC=CC=C1O2)O)C2=CC=CC=C2)C(=O)[O-] 8,8a-dihydroxy-6-phenyl-5a,7,8,8a-tetrahydro-6H-cyclopenta[4,5]furo[3,2-b]pyridine-7-carboxylate